COC(CN(C1=NC2=CC=C(C=C2C(=C1)C1=CC=CC=C1)CCN1CCOCC1)C)=O N-methyl-N-(6-(2-morpholinoethyl)-4-phenylquinolin-2-yl)glycine methyl ester